ClC1=C(C(=C(C=C1OC)OC)Cl)C=1C=C2C=NC(=NC2=CC1)N[C@H]1[C@H](CCCC1)NC(OC(C)(C)C)=O tert-butyl ((1S,2R)-2-((6-(2,6-dichloro-3,5-dimethoxyphenyl)quinazolin-2-yl)amino)cyclohexyl)carbamate